CC(CC(=O)C1=C(O)C=C(C(=C1O)CC=C(C)C)O)C 2-(3-methyl-1-oxobutyl)-4-prenylphloroglucinol